4-bromo-1-methyl-4'-tosyl-4',6',7a',8',9',10'-hexahydrospiro[indoline-3,7'-pyrrolo[1',2':1,7]azepino[4,3,2-cd]indol]-2-one BrC1=C2C(=CC=C1)N(C(C21CC2=CN(C=3C=CC=C(C23)N2C1CCC2)S(=O)(=O)C2=CC=C(C)C=C2)=O)C